chloro-4-fluoro-1-nitrobenzene ClC1=C(C=CC(=C1)F)[N+](=O)[O-]